ClCCC[Si](OCCC)(OCCC)OCCC chloropropyltri-n-propoxysilane